FC1=CC(=C(C=C1)CC1CC2(CNC2)C1)C(F)(F)F 6-[[4-fluoro-2-(trifluoromethyl)-phenyl]methyl]-2-azaspiro[3.3]heptane